FC(C(=O)O)(F)F.CC(CCC(=O)N)C 4-methylpentanamide trifluoroacetate